ClC1=C(C(=CC=C1NS(=O)(=O)C=1C(=NC=C(C1)Cl)OC)F)C=1C=CC=2N(C1)C=NC2C(=O)NC 6-[2-chloro-3-(5-chloro-2-methoxypyridine-3-sulfonamido)-6-fluorophenyl]-N-methylimidazo[1,5-a]pyridine-1-carboxamide